(2S)-N-[4-(3-anilino-5-methyl-4-oxo-4,5-dihydro-1H-pyrrolo[3,2-c]pyridin-2-yl)pyridin-2-yl]-2-(4-fluorophenyl)propanamide N(C1=CC=CC=C1)C1=C(NC2=C1C(N(C=C2)C)=O)C2=CC(=NC=C2)NC([C@@H](C)C2=CC=C(C=C2)F)=O